2-(4-(2-(2-(prop-2-yn-1-yloxy)ethoxy)ethoxy)phenyl)acetic acid C(C#C)OCCOCCOC1=CC=C(C=C1)CC(=O)O